4-(2-chloro-4-fluorophenyl)-7-(((R)-1-((R)-3-(hydroxymethyl)morpholino)-1-oxopropan-2-yl)oxy)isoquinolin-1(2H)-one ClC1=C(C=CC(=C1)F)C1=CNC(C2=CC(=CC=C12)O[C@@H](C(=O)N1[C@@H](COCC1)CO)C)=O